N-tert-butyl-2-{[2-(1-ethyl-1H-imidazol-4-yl)-5H,6H,7H-cyclopenta[d]pyrimidin-4-yl](methyl)amino}acetamide C(C)(C)(C)NC(CN(C)C=1C2=C(N=C(N1)C=1N=CN(C1)CC)CCC2)=O